N-(4-cyano-2-fluoro-3-methylphenyl)acetamide C(#N)C1=C(C(=C(C=C1)NC(C)=O)F)C